Cl.BrC=1C=C(C=C(C1F)F)NC(=O)C1CNCC1 N-(3-bromo-4,5-difluorophenyl)pyrrolidine-3-carboxamide hydrochloride